O1C(OCC1)CC[C@@H](C(C)C)N1CC(C1)C=1C=C(C=2N(C1)C(=NC2)C)C2=C(C(=O)N(C(C)C)C)C=C(C=C2)F 2-(6-{1-[(3S)-1-(1,3-dioxolan-2-yl)-4-methylpentan-3-yl]azetidin-3-yl}-3-methylimidazo[1,5-a]pyridin-8-yl)-5-fluoro-N-methyl-N-(isopropyl)benzamide